C(CC)C1=CC=C(CCC2=NC(=CC(=C2C=2C=C(C=CC2)C)O)OCC2OCCCC2)C=C1 2-(4-propylphenethyl)-6-((tetrahydro-2H-pyran-2-yl)methoxy)-3-(m-tolyl)pyridin-4-ol